C(C1=CC=CC=C1)N1CC2CCCC(C1)CN2 3-benzyl-3,9-diazabicyclo[3.3.2]decane